(R)-2-(5-(3-methylmorpholinyl)-2-nitrophenyl)acetate C[C@H]1N(CCOC1)C=1C=CC(=C(C1)CC(=O)[O-])[N+](=O)[O-]